CC(C(S(=O)(=O)[O-])C1=CC=CC2=CC=CC=C12)(C)C.[Na+] sodium dimethylnaphthylpropanesulfonate